N2-(3,5-dichlorophenyl)-N4-(thiophen-2-ylmethyl)quinazoline-2,4-diamine ClC=1C=C(C=C(C1)Cl)NC1=NC2=CC=CC=C2C(=N1)NCC=1SC=CC1